C(C1=CC=CC=C1)OC1=C(C=C(C(=C1)OCC1=CC=CC=C1)C(C)C)C(=O)N1CC2=CC=C(C=C2C1)CN1CCNCC1 (2,4-bis(benzyloxy)-5-isopropylphenyl)(5-(piperazin-1-ylmethyl)isoindolin-2-yl)methanone